4-(4-Chlorophenyl)-1H-pyrrole-2-carboxylic acid 5-chloro-2-oxo-1,2-dihydroquinolin-3-yl ester ClC1=C2C=C(C(NC2=CC=C1)=O)OC(=O)C=1NC=C(C1)C1=CC=C(C=C1)Cl